(S)-2-(1-Cyclopropyl-7-methyl-4-oxo-1,4-dihydro-5H-pyrazolo[3,4-d]pyridazin-5-yl)-N-(1-(2-fluoro-4-methylphenyl)ethyl)acetamid C1(CC1)N1N=CC2=C1C(=NN(C2=O)CC(=O)N[C@@H](C)C2=C(C=C(C=C2)C)F)C